ClC=1C=C(C=CC1)C1=C[C@@H]2[C@H]([C@@H]2C1)C#N |r| rac-(1R,5R,6S)-3-(3-chlorophenyl)bicyclo[3.1.0]Hex-2-ene-6-carbonitrile